5-(3-ethylimidazo[1,2-a]pyrimidin-6-yl)-N-(1-methyl-1H-pyrazol-4-yl)pyrrolo[2,1-f][1,2,4]triazin-2-amine C(C)C1=CN=C2N1C=C(C=N2)C=2C=CN1N=C(N=CC12)NC=1C=NN(C1)C